cyanomethylenetrimethylphosphane C(#N)C=CP(C)C